C(C)O/C=C/C=1C(=C(N(C(C1)=O)C)NC1=C(C=C(C=C1)SC)F)C(=O)OC methyl (E)-4-(2-ethoxyvinyl)-2-((2-fluoro-4-(methylthio)phenyl)amino)-1-methyl-6-oxo-1,6-dihydropyridine-3-carboxylate